FC(C(CC(C(CI)=O)NC([O-])=O)(C)C)(F)F (6,6,6-trifluoro-1-iodo-5,5-dimethyl-2-oxohexan-3-yl)carbamate